C(C)(=O)C1C(=O)OCC1 acetyl-butyrolactone